N-(3-(1H-pyrazol-1-yl)benzyl)-N-(3-methoxybenzyl)-2-(piperidin-1-ylmethyl)pyridin-4-amine N1(N=CC=C1)C=1C=C(CN(C2=CC(=NC=C2)CN2CCCCC2)CC2=CC(=CC=C2)OC)C=CC1